11-(3-methyloxetan-3-yl)undecanoic acid CC1(COC1)CCCCCCCCCCC(=O)O